FC=1C=C(C=2N(C1)C(=CN2)C(=O)N(C)C)C=2C=1N(C(=NC2)NCC2=C(C=CC3=C2CCO3)F)C=NN1 6-fluoro-8-(5-(((5-fluoro-2,3-dihydrobenzofuran-4-yl)methyl)amino)-[1,2,4]triazolo[4,3-c]pyrimidin-8-yl)-N,N-dimethylimidazo[1,2-a]pyridine-3-carboxamide